1,1'-Dithiobis(4-methylpiperazin) CN1CCN(CC1)SSN1CCN(CC1)C